2-Amino-1-(3,5-dimethoxy-2,6-dimethylphenyl)-5,6-dimethyl-1H-pyrrolo[2,3-b]pyridine-3-carboxamide NC1=C(C=2C(=NC(=C(C2)C)C)N1C1=C(C(=CC(=C1C)OC)OC)C)C(=O)N